CN1N=NC(=C1NC(OC(C(F)(F)F)C1CCCCC1)=O)C1=NC(=C(C=C1)NS(=O)(=O)C)C 1-cyclohexyl-2,2,2-trifluoroethyl (1-methyl-4-(6-methyl-5-(methylsulfonamido) pyridin-2-yl)-1H-1,2,3-triazol-5-yl)carbamate